C(C)(C)(C)OC(NC[C@]1([C@H](C1)F)CO)=O N-[[(1S,2S)-2-fluoro-1-(hydroxymethyl)cyclopropyl]methyl]carbamic acid tert-butyl ester